C(C)N1N=C(C=C1C(F)(F)F)N 1-ethyl-5-(trifluoromethyl)-1H-pyrazole-3-amine